FC(C1=CC=C(C=C1)C1(CC1)C(=O)O)F 1-[4-(difluoromethyl)phenyl]cyclopropane-1-carboxylic acid